4-[4-(3-chlorophenoxy)-1-piperidinyl]tetrahydropyran-4-carbonitrile ClC=1C=C(OC2CCN(CC2)C2(CCOCC2)C#N)C=CC1